octadecyl 3,5-di-tert-butyl-4-hydroxybenzyl phosphonate P(OCCCCCCCCCCCCCCCCCC)(OCC1=CC(=C(C(=C1)C(C)(C)C)O)C(C)(C)C)=O